(2S,4R)-N-((4H-chromeno[3,4-d]oxazol-7-yl)methyl)-4-hydroxypyrrolidine-2-carboxamide O1C=NC2=C1C=1C=CC(=CC1OC2)CNC(=O)[C@H]2NC[C@@H](C2)O